6-(heptadecan-9-yloxy)-6-oxohexanoic acid CCCCCCCCC(CCCCCCCC)OC(CCCCC(=O)O)=O